tert-butyl 4-((2-amino-5-chloropyridin-3-yl)ethynyl)piperidine-1-carboxylate NC1=NC=C(C=C1C#CC1CCN(CC1)C(=O)OC(C)(C)C)Cl